CC1(C=CC2=CC=CC=C12)C 1,1-dimethyl-1H-indene